6-bromo-1-methyl-1,4-dihydropyrazolo[3',4':4,5]pyrrolo[3,2-b]pyridine BrC=1C=C2C(=NC1)C1=C(N2)C=NN1C